[4-(2-methoxyethyl)piperazine-1-carbonyl]-6-methyl-N-(1-methylcyclopropyl)furo[2,3-d]pyrimidin-4-amine COCCN1CCN(CC1)C(=O)C=1N=C(C2=C(N1)OC(=C2)C)NC2(CC2)C